1-N-Ethyl-hexahydro-1,4-diazepinon C(C)N1C(CNCCC1)=O